ClC=1C=CC=C2C(C=C(OC12)C1=C(OCCO[C@H]2C[C@H](C2)C(=O)OCCC)C=C(C(=C1)OC)OCCC)=O cis-propyl 3-[2-[2-(8-chloro-4-oxo-chromen-2-yl)-4-methoxy-5-propoxy-phenoxy]ethoxy]cyclobutanecarboxylate